copper (methoxide) C[O-].[Cu+2].C[O-]